2-((4'-cyclopropyl-5,6'-dimethoxy-[2,5'-bipyrimidinyl]-4-yl)amino)-2-(4-(1-methyl-4-(trifluoromethyl)-1H-imidazol-2-yl)phenyl)acetonitrile C1(CC1)C1=NC=NC(=C1C1=NC=C(C(=N1)NC(C#N)C1=CC=C(C=C1)C=1N(C=C(N1)C(F)(F)F)C)OC)OC